Dimethylamine dimethyloctadecadienetetracarboxylate COC(=O)C(C(=CC=CCCCCCCCCCCCCC)C(=O)O)(C(=O)OC)C(=O)O.CNC